CN(CCCN1C=2C=CC(=CC2C=2C1=NC=1CCCCC1C2)OC)C 6-(3-(dimethylamino)propyl)-9-methoxy-2,3,4,6-tetrahydro-1H-indolo[2,3-b]quinoline